2-isopropyl-2-adamantylmethacrylate C(C)(C)C1(C2CC3CC(CC1C3)C2)OC(C(=C)C)=O